5-hydroxy-1'-(4'-oxo-1,3-dihydro-4'H-spiro[indene-2,5'-[1,3]oxazol]-2'-yl)-3H-spiro[2-benzofuran-1,4'-piperidin]-3-one OC1=CC2=C(C=C1)C1(CCN(CC1)C=1OC3(C(N1)=O)CC1=CC=CC=C1C3)OC2=O